2-[(4-{6-[(4-Cyano-2-fluorobenzyl)oxy]pyridin-2-yl}piperidin-1-yl)methyl]-1-[(3R)-tetrahydrofuran-3-ylmethyl]-1H-benzimidazol C(#N)C1=CC(=C(COC2=CC=CC(=N2)C2CCN(CC2)CC2=NC3=C(N2C[C@@H]2COCC2)C=CC=C3)C=C1)F